BrC=1OC(=NN1)C 2-Bromo-5-methyl-1,3,4-oxadiazole